(R)-1-(2-((1-(((tert-butyldimethylsilyl)oxy)methyl)cyclopropyl)methoxy)-7-(7,8-difluoro-3-(methoxymethoxy)naphthalen-1-yl)-8-fluoropyrido[4,3-d]pyrimidin-4-yl)-3-methylpiperidin-3-ol [Si](C)(C)(C(C)(C)C)OCC1(CC1)COC=1N=C(C2=C(N1)C(=C(N=C2)C2=CC(=CC1=CC=C(C(=C21)F)F)OCOC)F)N2C[C@@](CCC2)(O)C